C(C1=CC=CC=C1)OC(=O)C1(CCN(CC1)C1=C(C=C(C=C1)N)F)O 1-(4-amino-2-fluoro-phenyl)-4-hydroxy-piperidine-4-carboxylic acid benzyl ester